N1C=C(C2=CC=CC=C12)NC(=O)N1CC2=CC=C(C=C2CC1)NC1=CC=CC=C1 N-(1H-indol-3-yl)-6-anilino-3,4-dihydro-isoquinoline-2(1H)-carboxamide